tert-butyl 2-(6-cyano-1-(2-(2-fluoro-6-methoxyphenyl)-2-((tetrahydro-2H-pyran-4-yl) oxy) ethyl)-5-methyl-2,4-dioxo-1,2-dihydrothieno[2,3-d]pyrimidin-3(4H)-yl)-2-methylpropionate C(#N)C1=C(C2=C(N(C(N(C2=O)C(C(=O)OC(C)(C)C)(C)C)=O)CC(OC2CCOCC2)C2=C(C=CC=C2OC)F)S1)C